tert-Butyl (S)-3-(7-bromo-1-ethyl-1H-imidazo[4,5-c]quinolin-2-yl)piperidine-1-carboxylate BrC=1C=CC=2C3=C(C=NC2C1)N=C(N3CC)[C@@H]3CN(CCC3)C(=O)OC(C)(C)C